2-[cyano-(2,6-difluoro-4-pyridinyl)amino]-5-methyl-N-(1-phenylethyl)thiazole-4-carboxamide C(#N)N(C=1SC(=C(N1)C(=O)NC(C)C1=CC=CC=C1)C)C1=CC(=NC(=C1)F)F